N1=C(C=NC=C1)C1=CC=CC=N1 6-(pyrazin-2-yl)pyridin